2-(2-((3R,4R)-3-amino-4-fluoropiperidin-1-yl)-5,6-difluoro-1H-benzo[d]imidazol-1-yl)-N-(2-hydroxyethyl)-N-(pyridin-3-ylmethyl)acetamide N[C@@H]1CN(CC[C@H]1F)C1=NC2=C(N1CC(=O)N(CC=1C=NC=CC1)CCO)C=C(C(=C2)F)F